CC(C)(OC(NOCCOCCOCCOCCC(=O)O)=O)C 2,2-dimethyl-4-oxo-3,6,9,12,15-pentaoxa-5-azaoctadecane-18-oic acid